N-(oxetan-3-ylideneamino)carbamic acid tert-butyl ester C(C)(C)(C)OC(NN=C1COC1)=O